C(C1=CC=CC=C1)OC1=C(C(=NC(=C1)C)Cl)C1=NN(C=C1)C 4-(Benzyloxy)-2-chloro-6-methyl-3-(1-methyl-1H-pyrazol-3-yl)pyridine